CC1(CCC2CC=CC(C2(C1)C(C)=O)C)C 1-(3,3,5-Trimethyl-1,3,4,5,8,8a-hexahydronaphthalen-4a(2H)-yl)ethan-1-one